NCCOCCOCCC(=O)NC1=C(C(=O)NC=2SC(=C(N2)C(F)(F)F)C)C=CC=C1 2-(3-(2-(2-Aminoethoxy)ethoxy)propanamido)-N-(5-methyl-4-(trifluoromethyl)thiazol-2-yl)benzamide